COC(C[C@@H]1CN(C[C@H](C1)C1=CC=C(C=C1)O)CC1=CC=C(C=C1)C(F)(F)F)=O 2-((trans)-5-(4-hydroxyphenyl)-1-(4-(trifluoromethyl)benzyl)piperidin-3-yl)acetic acid methyl ester